C(C)(C)(C)OC(=O)NCC1(CC1)CC(=O)NC=1N=C(N(C1)C)C(=O)O 4-[2-(1-{[(tert-butoxycarbonyl)amino]methyl}cyclopropyl)acetamido]-1-methylimidazole-2-carboxylic acid